8-Bromo-7-(2-butyn-1-yl)-3-methylxanthin BrC1=NC=2N(C(NC(C2N1CC#CC)=O)=O)C